gold-titanium-gold [Au].[Ti].[Au]